cyclopentadecane-diyne C1#CC#CCCCCCCCCCCC1